FC1(CCN(CC1)C1=NC(=CC(=C1)C=1C(=C(C(=O)N)C=CC1SCCO)C1=CCC2(CC2)CC1)C)F (2-(4,4-difluoropiperidin-1-yl)-6-methylpyridin-4-yl)-4-((2-hydroxyethyl)sulfanyl)-2-(spiro[2.5]oct-5-en-6-yl)benzamide